(S)-morpholin-2-ylmethanol HCl salt Cl.N1C[C@H](OCC1)CO